6-((4H-1,2,4-triazol-3-yl)methyl)-8-(1-((3,5-difluorophenyl)amino)ethyl)-2-morpholino-4H-chromen-4-one N=1N=C(NC1)CC=1C=C2C(C=C(OC2=C(C1)C(C)NC1=CC(=CC(=C1)F)F)N1CCOCC1)=O